cis-4-fluoro-5-((5-(3-(isoxazol-3-yloxy)cyclopentyl)-1H-pyrazol-3-yl)amino)-2,3-dihydrobenzo[d]isothiazole 1,1-dioxide FC1=C(C=CC2=C1CNS2(=O)=O)NC2=NNC(=C2)[C@@H]2C[C@@H](CC2)OC2=NOC=C2